C1=CC(=CC=C1C(=O)O)S(=O)(=O)O The molecule is a sulfobenzoic acid in which the sulfonic acid and carboxylic acid groups are in a para-relationship. It derives from a benzoic acid. It is a conjugate acid of a 4-sulfobenzoate(1-) and a 4-sulfonatobenzoate(2-).